1-(1-cyanoethyl)-N-((5-phenyl-1,3,4-thiadiazol-2-yl)methyl)-1H-1,2,3-triazole-4-carboxamide C(#N)C(C)N1N=NC(=C1)C(=O)NCC=1SC(=NN1)C1=CC=CC=C1